4,4-diethoxy-N,N-dimethylbutan-1-amine C(C)OC(CCCN(C)C)OCC